C1(=CC=CC=C1)S(=O)(=O)O.ClP(=O)(Cl)[Li] dichlorophosphinyl-lithium benzenesulfonate